FC1=C(C=CC=C1)C1=NN2C(C=CC=C2C(NC2CC3=CC=CC=C3C2)=O)=C1C(=O)OCC ethyl 2-(2-fluorophenyl)-7-(indan-2-ylcarbamoyl)pyrazolo[1,5-a]pyridine-3-carboxylate